C1(CCCC1)N(C(=O)NC1=CC=C(C=C1)OC(F)(F)F)CC1=CC=2N(C=C1)N=CC2 1-Cyclopentyl-1-(pyrazolo[1,5-a]pyridin-5-ylmethyl)-3-(4-(trifluoromethoxy)phenyl)urea